ClC=1C=C(C=C(C1OC1=CC(=C(C=C1)O)S(=O)(=O)C)Cl)N1N=C(C(NC1=O)=O)C(F)F 2-(3,5-dichloro-4-(4-hydroxy-3-(methylsulfonyl)phenoxy)phenyl)-6-(difluoromethyl)-1,2,4-triazine-3,5(2H,4H)-dione